C[C@@]12C=CC[C@H]1[C@@H]1CC[C@H]3CC(=O)CC[C@]3(C)[C@H]1CC2 Androstenon